4-(6-(6-((6-chloropyridazin-3-yl)methyl)-3,6-diazabicyclo[3.1.1]hept-3-yl)pyridin-3-yl)-6-(2-hydroxy-2-methylpropyloxy)pyrazolo[1,5-a]pyridine-3-carbonitrile ClC1=CC=C(N=N1)CN1C2CN(CC1C2)C2=CC=C(C=N2)C=2C=1N(C=C(C2)OCC(C)(C)O)N=CC1C#N